(Z)-3-(3,4-Dimethoxyphenyl)-1-(2-hydroxy-4-methoxyphenyl)prop-2-en-1-one COC=1C=C(C=CC1OC)\C=C/C(=O)C1=C(C=C(C=C1)OC)O